ClC=1C=C(C=C2C=C(N=NC12)N(C(OC(C)(C)C)=O)C(C)C)C=1C=NC=CC1CC tert-Butyl 8-chloro-6-(4-ethylpyridin-3-yl)cinnolin-3-yl(isopropyl)carbamate